ClC=1C=C2C=NC(=NC2=CC1C1CCNCC1)NC=1C=NN(C1C)C 4-{6-chloro-2-[(1,5-dimethyl-1H-pyrazol-4-yl)amino]quinazolin-7-yl}piperidin